FC1=C(OC=2C=NC=3CCN(CC3C2)C=2C(=CC=3N(N2)C(=NN3)C(F)(F)F)C)C=CC=C1F 3-(2,3-difluorophenoxy)-6-(7-methyl-3-(trifluoromethyl)-[1,2,4]triazolo[4,3-b]pyridazin-6-yl)-5,6,7,8-tetrahydro-1,6-naphthyridine